tert-butyl N-methyl-N-{7-[4-methyl-6-(pent-4-enoyl)pyridin-3-yl]-2,6-naphthyridin-3-yl}carbamate CN(C(OC(C)(C)C)=O)C=1N=CC2=CC(=NC=C2C1)C=1C=NC(=CC1C)C(CCC=C)=O